C(C)(C)(C)OC(NC1CCN(CC1)S(=O)(=O)C1CC1)=O (1-(cyclopropylsulfonyl)piperidin-4-yl)carbamic acid tert-butyl ester